SCSSC1=C(C(=CC(=C1)SSCS)SSCS)SSCS 1,2,3,5-tetrakis(mercaptomethylthiothio)benzene